Vanadium-Boron [B].[V]